N-methylisatoic anhydride CN1C=2C(C(=O)OC1=O)=CC=CC2